C(CCCCC)OP(OCCCCCC)=O dihexyl-phosphonic acid